(R)-3-[2-[3-(7-Aminothiazolo[5,4-d]pyrimidin-2-yl)-4-methyl-phenyl]ethynyl]-3-hydroxy-1-(trideuteriomethyl)pyrrolidin-2-one NC=1C2=C(N=CN1)SC(=N2)C=2C=C(C=CC2C)C#C[C@]2(C(N(CC2)C([2H])([2H])[2H])=O)O